3-azido-1,2-propanediol N(=[N+]=[N-])CC(CO)O